5-[(2-ethylspiro[6,7-dihydrothieno[3,2-c]pyran-4,4'-piperidin]-1'-yl)methyl]piperidine-2-carboxylic acid C(C)C1=CC2=C(CCOC23CCN(CC3)CC3CCC(NC3)C(=O)O)S1